2-[2-chloro-3-(trifluoromethyl)phenyl]-N-{4-[1-(difluoromethyl)-1H-pyrazole-4-yl]-3-sulfamoylphenyl}acetamide ClC1=C(C=CC=C1C(F)(F)F)CC(=O)NC1=CC(=C(C=C1)C=1C=NN(C1)C(F)F)S(N)(=O)=O